6-chloro-N-(1-(2,2-difluoroethyl)-1H-pyrazol-4-yl)-7-(4-(3-methyloxetan-3-yl)piperazin-1-yl)quinazolin-2-amine ClC=1C=C2C=NC(=NC2=CC1N1CCN(CC1)C1(COC1)C)NC=1C=NN(C1)CC(F)F